N-Acetylethanolamine C(C)(=O)NCCO